3,5,5-Trimethyl-hexanoylperoxide CC(CC(=O)OOC(CC(CC(C)(C)C)C)=O)CC(C)(C)C